C(\C=C/C(=O)O)(=O)O.ClC=1C=CC2=C(N(C3=C(N(C2=O)C)C=CC=C3)CCCCN(C\C=C\C(C)=O)C)C1 3-Chloro-10-methyl-5-(4-{methyl[(E)-4-oxopent-2-en-1-yl]amino}butyl)-5,10-dihydro-11H-dibenzo[b,e][1,4]diazepin-11-one maleate